ClC=1C=C2CO[C@H](C2=CC1)[C@H]1C[C@H]([C@H]2[C@@H]1OC(O2)(C)C)N2C=CC1=C2N=CN=C1Cl 7-[(3aS,4R,6R,6aR)-6-[(1S)-5-chloro-1,3-dihydroisobenzofuran-1-yl]-2,2-dimethyl-4,5,6,6a-tetrahydro-3aH-cyclopenta[d][1,3]dioxol-4-yl]-4-chloro-pyrrolo[2,3-d]pyrimidine